trifluoroethyl-silane FC(C[SiH3])(F)F